1-benzyl 2-(5-(trifluoromethyl)-2,3-dihydro-1H-inden-1-yl) (2S)-pyrrolidine-1,2-dicarboxylate N1([C@@H](CCC1)C(=O)OC1CCC2=CC(=CC=C12)C(F)(F)F)C(=O)OCC1=CC=CC=C1